FC=1C=CC(=C(C1)N1C(C2([C@@H]1C1=C(C=C(C(=C1)F)N1CCC(CC1)CN1CCNCC1)OC)CCCC2)=O)O (3S)-2-(5-fluoro-2-hydroxyphenyl)-3-(5-fluoro-2-methoxy-4-{4-[(piperazin-1-yl)methyl]piperidin-1-yl}phenyl)-2-azaspiro[3.4]octan-1-one